F[C@H]1CC2=C(C=3CCCC3C(=C2C1)NC(=O)N=[S@@](=O)(N)C=1C=NN2C1OC[C@H](C2)OC)F (S,6S)-N'-(((R)-2,8-difluoro-1,2,3,5,6,7-hexahydro-s-indacen-4-yl)carbamoyl)-6-methoxy-6,7-dihydro-5H-pyrazolo[5,1-b][1,3]oxazine-3-sulfonimidamide